(R)-(5-(4-fluoro-3-hydroxyphenyl)isoxazol-3-yl)(3-phenylpyrrolidin-1-yl)methanone FC1=C(C=C(C=C1)C1=CC(=NO1)C(=O)N1C[C@H](CC1)C1=CC=CC=C1)O